FC(C1=CC=C(C=C1)C1=CN=C(C2=NC=CN=C21)N[C@@H]2CN(CC2)C(=O)OC(C)(C)C)(F)F tert-butyl (S)-3-((8-(4-(trifluoromethyl)phenyl)pyrido[3,4-b]pyrazin-5-yl)amino)pyrrolidine-1-carboxylate